3-Methyl-N-[(1S)-1-(trans-4-methyl-cyclohexyl)-2-oxo-2-{[6-(tetrahydropyran-4-yl)pyridin-3-yl]-amino}ethyl]isoxazole-4-carboxamide CC1=NOC=C1C(=O)N[C@H](C(NC=1C=NC(=CC1)C1CCOCC1)=O)[C@@H]1CC[C@H](CC1)C